ClC=1C=C(C=CC1)N1CCN(CC1)CCOC=1C=C(C#N)C=CC1 3-(2-(4-(3-chlorophenyl)piperazin-1-yl)ethoxy)benzonitrile